C(#N)C1=C(C=CC=C1)[C@H]([C@H](C)C=1N(C(C(=C(N1)C(=O)NC=1C=NOC1)O)=O)C)C=1C=NN(C1)C(F)(F)F 2-((1S,2S)-1-(2-cyanophenyl)-1-(1-(trifluoromethyl)-1H-pyrazol-4-yl)propan-2-yl)-5-hydroxy-N-(isoxazol-4-yl)-1-methyl-6-oxo-1,6-dihydropyrimidine-4-carboxamide